[Bi].[Ni].[Mo] molybdenum-nickel-bismuth